tert-butyl (2R)-6-(benzyloxy)-2-{[(tert-butoxycarbonyl)(2-methylbutyl)amino]methyl}-5-[(2-tert-butoxy-2-oxoethyl)(trifluoroacetyl)amino]-4-fluoro-2,3-dihydro-1H-indole-1-carboxylate C(C1=CC=CC=C1)OC1=C(C(=C2C[C@@H](N(C2=C1)C(=O)OC(C)(C)C)CN(CC(CC)C)C(=O)OC(C)(C)C)F)N(C(C(F)(F)F)=O)CC(=O)OC(C)(C)C